O[SH2+] hydroxysulfonium